(S)-3-Fluoropyrrolidine-1-sulfonamide F[C@@H]1CN(CC1)S(=O)(=O)N